O=C(CCCCCCCCC(=O)O)CCC(C\C=C/CC)=O 10,13-dioxo-cis-15-octadecenoic acid